6-(4-(2-(9-azabicyclo[3.3.1]nonan-9-yl)ethyl)piperazin-1-yl)-2-((4-(benzylsulfonyl)phenyl)thio)-5-methoxy-N-(5-methyl-1H-pyrazol-3-yl)pyrimidin-4-amine C12CCCC(CCC1)N2CCN2CCN(CC2)C2=C(C(=NC(=N2)SC2=CC=C(C=C2)S(=O)(=O)CC2=CC=CC=C2)NC2=NNC(=C2)C)OC